2-(4-(benzyloxy)-1H-indol-3-yl)-N,N-dimethyl-2-oxoacetamide C(C1=CC=CC=C1)OC1=C2C(=CNC2=CC=C1)C(C(=O)N(C)C)=O